3-difluoromethyl-7-trifluoromethyl-quinoxalinone FC(C=1C(NC2=CC(=CC=C2N1)C(F)(F)F)=O)F